(2-phenylpropane-2-yl)-3,5-divinylbenzene-1-carboxylic acid tert-butyl ester C(C)(C)(C)OC(=O)C1=C(C(=CC(=C1)C=C)C=C)C(C)(C)C1=CC=CC=C1